2-[3-ethylsulfonyl-6-(triazol-1-yl)-2-pyridyl]-5-methoxy-3-methyl-6-(trifluoromethyl)imidazo[4,5-c]pyridin-4-one C(C)S(=O)(=O)C=1C(=NC(=CC1)N1N=NC=C1)C1=NC2=C(C(N(C(=C2)C(F)(F)F)OC)=O)N1C